3-(2-pyridyldithio)propionate N1=C(C=CC=C1)SSCCC(=O)[O-]